ClC1=NC(=C2N=CN(C2=N1)[C@H]1[C@@H]([C@@]([C@H](O1)COC(C(=O)O)(C(=O)O)CC1=CSC=C1)(O)C#C)O)NC(C)C 2-(((2R,3S,4R,5R)-5-(2-chloro-6-(isopropylamino)-9H-purin-9-yl)-3-ethynyl-3,4-dihydroxytetrahydrofuran-2-yl)methoxy)-2-(thiophen-3-ylmethyl)malonic acid